methyl 2-(4-(4-(4-(diphenylmethoxy) piperidin-1-yl) butanoyl) phenyl)-2-methylpropionate C1(=CC=CC=C1)C(OC1CCN(CC1)CCCC(=O)C1=CC=C(C=C1)C(C(=O)OC)(C)C)C1=CC=CC=C1